N-[1-(5-cyclopropylpyrazin-2-yl)azetidin-3-yl]-3,4-dimethyl-pyrimido[4',5':4,5]thieno[2,3-c]pyridazin-8-amine C1(CC1)C=1N=CC(=NC1)N1CC(C1)NC1=NC=NC2=C1SC=1N=NC(=C(C12)C)C